C1(=CC=CC=C1)[C@@H]1C[C@H](N(C1)C(=O)OC(C)(C)C)C1=NC(=NO1)CCCCCC1=CC=CC=C1 tert-butyl (2S,4S)-4-phenyl-2-(3-(5-phenyl pentyl)-1,2,4-oxadiazol-5-yl)pyrrolidine-1-carboxylate